(5R)-7-chloro-4,4-difluoro-2,3,4,5-tetrahydro-1H-1-benzoazepin-5-ol ClC=1C=CC2=C([C@H](C(CCN2)(F)F)O)C1